N,N-bis(ethoxymethyl)acrylamide C(C)OCN(C(C=C)=O)COCC